C(\C=C\C1=CC=CC=C1)(=O)OCC1=CC=CC=C1 (E)-benzyl cinnamate